C(\C=C\C(=O)O)(=O)O.CN([C@@H]1C(N(C(C1)=O)[C@@H](C(=O)NCC1=C(C=CC=C1)F)C)=O)C (2R,S)-2-(3-(dimethylamino)-2,5-dioxopyrrolidin-1-yl)-N-(2-fluorobenzyl)propanamide fumarate